[N-](S(=O)(=O)C(F)(F)F)S(=O)(=O)C(F)(F)F.C(C)N1CN(C=C1)C 1-ethyl-3-methylimidazol bis(trifluoromethanesulfonyl)imide salt